C(C)(C)(C)OC(=O)N([C@H](C(=O)N[C@H](C(=O)N1[C@@H](CN(CC1)C(=O)OCC1=CC=CC=C1)C)C1CCCCC1)C)C benzyl (3R)-4-[(2S)-2-[(2S)-2-{[(tert-butoxy)carbonyl](methyl)amino}-propanamido]-2-cyclohexylacetyl]-3-methylpiperazine-1-carboxylate